CC(C#N)(C)C1=CC=C(C=C1)N1C(N(C=2C=NC=3C=CC(=CC3C21)C=2C=NC1=CC=CC=C1C2)C)=O 2-methyl-2-[4-(3-methyl-2-oxo-8-quinolin-3-yl-imidazo[4,5-c]quinolin-1-yl)phenyl]propionitrile